FC1(CN(C1)C(=O)OC(C)(C)C)CC1=CC=NC=C1 tert-butyl 3-fluoro-3-(4-pyridylmethyl)azetidine-1-carboxylate